ClC1=NC(=C(C(=N1)N1C[C@@H](N(CC1)C(=O)[O-])CC#N)[N+](=O)[O-])CC1(CCCC2=C(C(=CC=C12)C)F)C(=O)OC (2S)-4-(2-Chloro-6-((5-fluoro-1-(methoxycarbonyl)-6-methyl-1,2,3,4-tetrahydronaphthalen-1-yl)methyl)-5-Nitropyrimidin-4-yl)-2-(cyanomethyl)piperazine-1-carboxylate